4-[2-[6-(difluoromethoxy)-5-[4-(pyrazolo[1,5-a]pyrimidine-3-carbonylamino)-1H-pyrazol-3-yl]indazol-1-yl]acetyl]piperidine-1-carboxylic acid tert-butyl ester C(C)(C)(C)OC(=O)N1CCC(CC1)C(CN1N=CC2=CC(=C(C=C12)OC(F)F)C1=NNC=C1NC(=O)C=1C=NN2C1N=CC=C2)=O